4-chloro-N-(5-chloro-1-methyl-1H-pyrazol-4-yl)pyrimidin-2-amine ClC1=NC(=NC=C1)NC=1C=NN(C1Cl)C